O=C1NC(CCC1N1C(C2=CC=C(C=C2C1)NCCCC(=O)O)=O)=O 4-((2-(2,6-dioxopiperidin-3-yl)-1-oxoisoindolin-5-yl)amino)butyric acid